methyl-α-mannose C[C@@]1(O)[C@@H](O)[C@@H](O)[C@H](O)[C@H](O1)CO